BrC=1SC(=C(N1)C)C1(OCCO1)C 2-bromo-4-methyl-5-(2-methyl-1,3-dioxolan-2-yl)thiazole